4-(3,4-difluoro-2-(trifluoromethyl)phenyl)piperidine-1-carboxylic acid tert-butyl ester C(C)(C)(C)OC(=O)N1CCC(CC1)C1=C(C(=C(C=C1)F)F)C(F)(F)F